Methyl-2-(2-chloro-4-fluorophenyl)-5-[1-(phenylsulfonyl)-1H-pyrrolo[2,3-b]pyridin-4-yl]-1H-pyrrole-3-carboxylate COC(=O)C1=C(NC(=C1)C1=C2C(=NC=C1)N(C=C2)S(=O)(=O)C2=CC=CC=C2)C2=C(C=C(C=C2)F)Cl